BrC1=CC=C(C=2C3=C(OC21)C=2C=CC=CC2C=C3)Cl 10-bromo-7-chloro-naphtho[1,2-b]benzofuran